BrC1=CN=C(C=2N1C=CN2)NC2=NN(N=C2)C2CCN(CC2)C(=O)OC(C)(C)C tert-butyl 4-[4-[(5-bromoimidazo[1,2-a]pyrazin-8-yl)amino]triazol-2-yl]piperidine-1-carboxylate